C(CCCCCCCCCCCCC)SCCNC(CCNC([C@@H](C(COP(OP(OC[C@@H]1[C@H]([C@H]([C@@H](O1)N1C=NC=2C(N)=NC=NC12)O)OP(=O)(O)O)(=O)O)(=O)O)(C)C)O)=O)=O tetradecyl-CoA